FC(C1=NN=C(O1)C1=CN=C(S1)CN(S(=O)(=O)CC)C1=CC=C2C=NN(C2=C1)C)F N-((5-(5-(difluoromethyl)-1,3,4-oxadiazol-2-yl)thiazol-2-yl)methyl)-N-(1-methyl-1H-indazol-6-yl)ethanesulfonamide